tert-butyl ((3R,4R)-1-(2-(6-chloroimidazo[1,2-a]pyridin-3-yl)pyrimidin-4-yl)-4-hydroxypiperidin-3-yl)carbamate ClC=1C=CC=2N(C1)C(=CN2)C2=NC=CC(=N2)N2C[C@H]([C@@H](CC2)O)NC(OC(C)(C)C)=O